(S)-4-fluoro-3-((4-((2-hydroxy-1-phenylethyl)amino)-5-(3-(quinuclidin-4-yl)-1,2,4-oxadiazol-5-yl)pyrimidin-2-yl)amino)-6,9-dihydro-11H-pyridazino[1,2-a]indazol-11-one FC=1C(=CC=C2C(N3N(C12)CC=CC3)=O)NC3=NC=C(C(=N3)N[C@H](CO)C3=CC=CC=C3)C3=NC(=NO3)C31CCN(CC3)CC1